ClC=1C=NN(C1C(=O)NC1=NC=C(C=C1C)C#CC1=CC=CC=C1)CCC1CCN(CC1)C(=O)C1CC1 4-chloro-1-(2-(1-(cyclopropanecarbonyl)piperidin-4-yl)ethyl)-N-(3-methyl-5-(phenylethynyl)pyridin-2-yl)-1H-pyrazole-5-carboxamide